FC(C(=O)N)(F)F (2,2,2-trifluoroacetyl)ammonia